C(C)(=O)NC=1C=C(C=CC1)[C@H](CCC(=O)N)NC(=O)N1CC2=CC(=CC(=C2CC1)C1=CC=C(C=C1)C(F)(F)F)N (S)-N-(1-(3-acetamidophenyl)-4-amino-4-oxobutyl)-7-amino-5-(4-(trifluoromethyl)phenyl)-3,4-dihydroisoquinoline-2(1H)-carboxamide